2-((2,2-difluorobenzo[d][1,3]dioxol-5-yl)amino)nicotinic acid FC1(OC2=C(O1)C=CC(=C2)NC2=C(C(=O)O)C=CC=N2)F